C(C)(=O)NC[C@@H]1N(CC(CC1)(F)F)C(=O)C1=C(C=CC(=N1)NC=1C=C(C(=O)NC)C=CN1)C (R)-2-((6-(2-(acetylaminomethyl)-5,5-difluoropiperidine-1-carbonyl)-5-methylpyridin-2-yl)amino)-N-methylisonicotinamide